FCCCC=CCCCCF 1,9-difluoro-4-nonene